COC(=O)C=1N(C=CC1)CC1=CC(=NC=C1)C methyl-1-((2-methylpyridin-4-yl)methyl)-1H-pyrrole-2-carboxylate